sodium 4,4-dimethyl-4-silapentanesulfonate tert-butyl-((2R,4r,6R)-6-(3-(4-chlorobenzyl)ureido)spiro[3.3]heptan-2-yl)carbamate C(C)(C)(C)N(C([O-])=O)C1CC2(C1)CC(C2)NC(=O)NCC2=CC=C(C=C2)Cl.C[Si](CCCS(=O)(=O)O)(C)C.[Na+]